6-(3-(2-(Cyclopentylmethyl)oxazol-5-yl)-6-methylpyridin-2-yl)-2-methylisoindolin-1-on C1(CCCC1)CC=1OC(=CN1)C=1C(=NC(=CC1)C)C1=CC=C2CN(C(C2=C1)=O)C